Cl.CN1N=C2C(=CC(=CC2=C1)C=1N=CC2=C(N1)SC(=N2)C2CCNCC2)C 5-(2,7-Dimethyl-2H-indazol-5-yl)-2-(piperidin-4-yl)[1,3]thiazolo[5,4-d]pyrimidin-Hydrochlorid